OC1=C(C=CC=C1)C1CCC(CC1)OCOC(=O)N1CCCC1C ((((1s,4r)-4-(2-hydroxyphenyl) cyclohexyl) oxy) methyl)-5-methylpyrrolidine-1-carboxylate